3-((3S,4S)-4-amino-3-methyl-2-oxa-8-azaspiro[4.5]decan-8-yl)-6-((3-chloro-2-(dimethylamino)pyridin-4-yl)thio)pyrazin-2(1H)-one N[C@@H]1[C@@H](OCC12CCN(CC2)C=2C(NC(=CN2)SC2=C(C(=NC=C2)N(C)C)Cl)=O)C